C(C1=CC=CC=C1)N1C2=CC=CC=C2C=2C=C(C=CC12)C#CC1=CC=C(C=C1)C(=O)C1=CC=C(C=C1)C#CC=1C=CC=2N(C3=CC=CC=C3C2C1)CC1=CC=CC=C1 bis(4-((9-benzyl-9H-carbazol-3-yl)ethynyl)phenyl)methanone